methyl 4-((((6,6-dimethylbicyclo[3.1.1]heptan-2-yl)methyl)(pentyl)amino)methyl)benzoate CC1(C2CCC(C1C2)CN(CCCCC)CC2=CC=C(C(=O)OC)C=C2)C